6-(methanesulfonylamino)-1-oxo-1,3-dihydrospiro[indene-2,4'-piperidine] CS(=O)(=O)NC1=CC=C2CC3(CCNCC3)C(C2=C1)=O